C1C(CC2=CC=CC=C12)C(=O)N[C@H](C(=O)NC=1C(N(C=CC1)CC(=O)NC1C2CC3CC(CC1C3)C2)=O)CCC(C(=O)NCC)=O (S)-2-(2,3-dihydro-1H-indene-2-carboxamido)-N6-ethyl-N1-(1-(2-(2-adamantylamino)-2-oxoethyl)-2-oxo-1,2-dihydropyridin-3-yl)-5-oxohexanediamide